(2-(2,6-dioxopiperidin-3-yl)-1-oxoisoindolin-4-yl)-2-((2-(4-(3-(trifluoromethyl)phenyl)piperazin-1-yl)pyrimidin-4-yl)amino)acetamide O=C1NC(CCC1N1C(C2=CC=CC(=C2C1)C(C(=O)N)NC1=NC(=NC=C1)N1CCN(CC1)C1=CC(=CC=C1)C(F)(F)F)=O)=O